1-(5-((4,4-difluoropiperidin-1-yl)methyl)pyridin-2-yl)ethan-1-ol FC1(CCN(CC1)CC=1C=CC(=NC1)C(C)O)F